4-ethynyl-1-(2-fluoroethyl)pyrazole C(#C)C=1C=NN(C1)CCF